2-chloro-5-methoxy-benzaldehyde ClC1=C(C=O)C=C(C=C1)OC